1-(5-(2-(Dimethylamino)pyrimidin-4-yl)-4-methylthiazol-2-yl)-3-(3-(trifluoromethyl)phenyl)urea CN(C1=NC=CC(=N1)C1=C(N=C(S1)NC(=O)NC1=CC(=CC=C1)C(F)(F)F)C)C